ClC=1C=C(C(=O)NC2=C3C(N(C=NC3=CC=C2)CC2=CC(=CC=C2)F)=O)C=C(C1O)Cl 3,5-dichloro-N-(3-(3-fluorobenzyl)-4-oxo-3,4-dihydroquinazolin-5-yl)-4-hydroxybenzamide